F[C@@H]1C2=C([C@@H]3CCCC(N3C1)=O)NC1=CC(=C(C=C12)F)F (7R,12bS)-7,9,10-trifluoro-1H,2H,3H,4H,6H,7H,12H,12bH-indolo[2,3-a]quinolizin-4-one